ISOBUTYL ((NAPHTHALEN-1-YLOXY)(PERFLUOROPHENOXY)PHOSPHORYL)-L-ALANINATE C1(=CC=CC2=CC=CC=C12)OP(=O)(OC1=C(C(=C(C(=C1F)F)F)F)F)N[C@@H](C)C(=O)OCC(C)C